Zinc ethylenediaminetetraacetic acid diammonium salt [NH4+].[NH4+].C(CN(CC(=O)[O-])CC(=O)[O-])N(CC(=O)[O-])CC(=O)[O-].[Zn+2]